NC1=NNC2=C1C(=NC=C2C2=NC=C(C=C2)OCCN2CCCC2)C2=CC=C(CNC(C1=C(C=CC(=C1)F)OC)=O)C=C2 N-(4-(3-amino-7-(5-(2-(pyrrolidin-1-yl)ethoxy)pyridin-2-yl)-1H-pyrazolo[4,3-c]pyridin-4-yl)benzyl)-5-fluoro-2-methoxybenzamide